8-(2-ethyl-2-norbornyloxycarbonyl)-tetracyclo[4.4.0.12,5.17,10]-3-dodecene C(C)C1(C2CCC(C1)C2)OC(=O)C2C1C3C4C=CC(C3C(C2)C1)C4